3-(9-fluoro-2-(8-methyl-2,8-diazaspiro[4.5]decane-2-carbonyl)-1,2,3,4-tetrahydro-[1,4]diazepino[6,7,1-hi]indol-7-yl)-4-(imidazo[1,2-a]pyridin-3-yl)-1H-pyrrole-2,5-dione FC=1C=C2C(=CN3C2=C(C1)CN(CC3)C(=O)N3CC1(CC3)CCN(CC1)C)C=1C(NC(C1C1=CN=C3N1C=CC=C3)=O)=O